(S)-2-((1-methyl-3-(oxetan-3-yloxy)-1H-pyrazol-4-yl)amino)-7-(tetrahydro-2H-pyran-3-yl)-7H-pyrrolo[2,3-d]pyrimidine-6-carbonitrile CN1N=C(C(=C1)NC=1N=CC2=C(N1)N(C(=C2)C#N)[C@@H]2COCCC2)OC2COC2